FC=1C(=CC(=NC1)NC1=NC=CC(=C1)CSC)C1=CC2=C(N(N=C2C(=C1)F)C)C(C)C 5-fluoro-4-(7-fluoro-3-isopropyl-2-methyl-2H-indazol-5-yl)-N-(4-((methylthio)methyl)pyridin-2-yl)pyridin-2-amine